6-(((3-fluorophenyl)(methyl)amino)methyl)-1-methyl-5-phenyl-1H-pyrazolo[3,4-d]pyrimidin-4(5H)-one FC=1C=C(C=CC1)N(C)CC=1N(C(C2=C(N1)N(N=C2)C)=O)C2=CC=CC=C2